4,4'-bis((2-methylazetidin-1-yl)sulfonyl)-1,1'-biphenyl CC1N(CC1)S(=O)(=O)C1=CC=C(C=C1)C1=CC=C(C=C1)S(=O)(=O)N1C(CC1)C